C(#N)/C(/C(=O)NC=1C=C2C(=NC=NC2=CC1OC)NC=1C=C(C=CC1OC)C1=C(C=C(C=C1)F)F)=C/C(C)(N1CCN(CC1)C1COC1)C (Z)-2-cyano-N-(4-((2',4'-difluoro-4-methoxy-[1,1'-biphenyl]-3-yl)amino)-7-Methoxyquinazolin-6-yl)-4-methyl-4-(4-(oxetan-3-yl)piperazin-1-yl)pent-2-enamide